C(C)(C)(C)N(C(O)=O)C1=C(C=CC=C1)B1OC(C(O1)(C)C)(C)C.N1=C(N=CC=C1)OC1=CC=C(N)C=C1 4-(pyrimidin-2-yloxy)aniline tert-butyl-(2-(4,4,5,5-tetramethyl-1,3,2-dioxaborolan-2-yl)phenyl)carbamate